C(C)NCCCCNCC N1,N4-diethyl-1,4-butanediamine